2-hydrazino-5,6-dihydrobenzo[h]Quinazoline N(N)C1=NC=2C3=C(CCC2C=N1)C=CC=C3